C12(CC3CC(CC(C1)C3)C2)C(=O)OC[C@]2(O[C@H](C[C@@H]2O)N2C3=NC(=NC(=C3N=C2)N)F)C#C ((2R,3S,5R)-5-(6-amino-2-fluoro-9H-purin-9-yl)-2-ethynyl-3-hydroxy-tetra-hydrofuran-2-yl)methyl adamantane-1-carboxylate